5-fluoronorvaline FCCC[C@H](N)C(=O)O